The molecule is a quaternary ammonium salt derived from hexamethylenetetramine; used as a preservative in many cosmetics and industrial substances. Also acts as a disinfectant and allergenic agent. It has a role as a disinfectant, an antibacterial agent, a hapten and an allergen. It is a quaternary ammonium salt and an organochlorine compound. It derives from a hexamethylenetetramine. C1N2CN3CN1C[N+](C2)(C3)C/C=C/Cl.[Cl-]